3-(4-(Chloromethyl)phenyl)pyridine ClCC1=CC=C(C=C1)C=1C=NC=CC1